Cl.C=C1CC=2C(C=3N(C1)N=C1C3CNCC1)=NNC2 5-Methylidene-2,4,5,6,9,10,11,12-octahydropyrazolo[3,4-c]pyrido[4',3':3,4]pyrazolo[1,5-a]-azepine hydrochloride